C(C)C1=CC=CC(=N1)CCN 2-(6-ethylpyridin-2-yl)ethan-1-amine